C(C)(C)(C)OC(=O)N1C[C@H](CC1)CCO (3R)-3-(2-hydroxyethyl)pyrrolidine-1-carboxylic acid tert-butyl ester